CS(=O)(=O)OCCCC#CC1=C2C(N(C(=NC2=CC=C1)C)C1C(NC(CC1)=O)=O)=O 5-(3-(2,6-dioxopiperidin-3-yl)-2-methyl-4-oxo-3,4-dihydroquinazoline-5-yl)pent-4-yn-1-yl methanesulfonate